C(C)(C)N1N=C(C=C1C1[C@H]2CC(C[C@@H]12)C1OCCCNC1)C=1C=NC(=CC1)C(F)(F)F ((1R,3S,5S,6R)-6-(1-isopropyl-3-(6-(trifluoromethyl)pyridin-3-yl)-1H-pyrazol-5-yl)bicyclo[3.1.0]hexane-3-yl)-1,4-oxaazepane